Quinuclidinone N12C(CC(CC1)CC2)=O